BrC1=C(C=C2C(=NC(=NC2=C1F)OC[C@]12CCCN2C[C@@H](C1)F)OC(C)(C)C)Cl 7-bromo-4-(tert-butoxy)-6-chloro-8-fluoro-2-(((2R,7aS)-2-fluorotetrahydro-1H-pyrrolizin-7a(5H)-yl)methoxy)quinazoline